7-chloro-2-((3,5-dichlorophenyl)amino)-3-propionylquinazolin-4(3H)-one ClC1=CC=C2C(N(C(=NC2=C1)NC1=CC(=CC(=C1)Cl)Cl)C(CC)=O)=O